C[O-].[Ir+3].C1=CC=CCCCC1.C[O-].C[O-] Cyclooctadiene iridium methoxide